Methyl 5-(2-((2-Chloro-3-fluorophenyl)amino)-6-methylpyridin-3-yl)-1-methyl-1H-imidazole-4-carboxylate ClC1=C(C=CC=C1F)NC1=NC(=CC=C1C1=C(N=CN1C)C(=O)OC)C